F[C@@H]1[C@@H](C1)N |r| rac-(1R,2S)-2-fluorocyclopropanamine